4-[4-(4-t-butylbenzoyl)phenylthio]phenyl-di-p-tolylsulfonium C(C)(C)(C)C1=CC=C(C(=O)C2=CC=C(C=C2)SC2=CC=C(C=C2)[S+](C2=CC=C(C=C2)C)C2=CC=C(C=C2)C)C=C1